5-Chloro-7-cyclopropyl-3-((R)-1-(2,4-dichlorophenyl)ethyl)-6,7-dihydro-3H-[1,2,3]triazolo[4,5-d]pyrimidine ClC=1NC(C2=C(N1)N(N=N2)[C@H](C)C2=C(C=C(C=C2)Cl)Cl)C2CC2